BrC=1C=CC=C(C1O)Br 3,5-dibromo-4-hydroxybenzene